6-(8-oxa-3-azabicyclo[3.2.1]oct-3-yl)-4-(4,4-difluoropiperidin-1-yl)pyridazine C12CN(CC(CC1)O2)C2=CC(=CN=N2)N2CCC(CC2)(F)F